N-(4-methoxybenzyl)anilino chloride COC1=CC=C(CN(C2=CC=CC=C2)Cl)C=C1